OC(CCCC(CC1NCC(N1)=O)C)(C)C (±)-2-(6-hydroxy-2,6-dimethylheptyl)imidazolidin-4-one